The molecule is an organophosphate oxoanion arising from deprotonation of both free diphosphate OH groups of alpha-D-Gal-(1->3)-[alpha-L-Fuc-(1->2)]-beta-D-Gal-(1->3)-alpha-D-GalNAc-(1->3)-alpha-D-GalNAc-diphospho-ditrans,octacis-undecaprenol. It is a conjugate base of an alpha-D-Gal-(1->3)-[alpha-L-Fuc-(1->2)]-beta-D-Gal-(1->3)-alpha-D-GalNAc-(1->3)-alpha-D-GalNAc-diphospho-ditrans,octacis-undecaprenol. C[C@H]1[C@H]([C@H]([C@@H]([C@@H](O1)O[C@@H]2[C@H]([C@H]([C@H](O[C@H]2O[C@@H]3[C@H]([C@H](O[C@@H]([C@@H]3O)CO)O[C@@H]4[C@H]([C@H](O[C@@H]([C@@H]4O)CO)OP(=O)([O-])OP(=O)([O-])OC/C=C(/C)\\CC/C=C(/C)\\CC/C=C(/C)\\CC/C=C(/C)\\CC/C=C(/C)\\CC/C=C(/C)\\CC/C=C(/C)\\CC/C=C(/C)\\CC/C=C(\\C)/CC/C=C(\\C)/CCC=C(C)C)NC(=O)C)NC(=O)C)CO)O)O[C@@H]5[C@@H]([C@H]([C@H]([C@H](O5)CO)O)O)O)O)O)O